3-(benzofuran-3-yl)-1-(2,2-difluoroethyl)pyrazolo[4,3-c]pyridine-6-carboxylic acid lithium [Li].O1C=C(C2=C1C=CC=C2)C2=NN(C1=C2C=NC(=C1)C(=O)O)CC(F)F